C(C)(C)(C)OC(NCCC1=CC=C(C=C1)OCCCN(C)C)=O 4-(3-(dimethylamino)propoxy)phenethylcarbamic acid tert-butyl ester